ethyl 2-(2-((7-(3-(aminomethyl)phenyl)-5-((3-(2-methoxy-2-oxoethyl)phenoxy)methyl)benzofuran-2-yl)methoxy)phenyl)acetate NCC=1C=C(C=CC1)C1=CC(=CC=2C=C(OC21)COC2=C(C=CC=C2)CC(=O)OCC)COC2=CC(=CC=C2)CC(=O)OC